BrCCCC1=CC=CS1 5-(3-bromopropyl)thiophene